N-(1-(3-Methoxynaphthalen-1-yl)cyclopropyl)-2-methyl-5-(pyrrolidin-2-ylmethoxy)benzamide COC=1C=C(C2=CC=CC=C2C1)C1(CC1)NC(C1=C(C=CC(=C1)OCC1NCCC1)C)=O